N,N-diethyl-isobutyric acid amide C(C)N(C(C(C)C)=O)CC